(1R,4R,5R)-5-Hydroxy-4-[(E)-7-hydroxy-4-methylhept-3-enyl]4,8-dimethyl-3-oxabicyclo[3.3.0]octan-7-en-2,6-dione O[C@]12[C@@](OC([C@@H]2C(=CC1=O)C)=O)(C)CC\C=C(\CCCO)/C